C(C)C1(CN(C1)C=1OC(=C(N1)C(=O)NC1=CC(=C(C=C1)OC1COCCC1)F)CC(F)(F)F)CC 2-(3,3-diethylazetidin-1-yl)-N-(3-fluoro-4-((tetrahydro-2H-pyran-3-yl)oxy)phenyl)-5-(2,2,2-trifluoroethyl)oxazole-4-carboxamide